FC1=NC(=CC=C1C(=O)N(C)OC)F 2,6-difluoro-N-methoxy-N-methyl-pyridine-3-carboxamide